[N+](=O)([O-])C1=CC=C(C(=O)O[C@@H]([C@H](C)S(N(CC2=CC=C(C=C2)OC)CC2=CC=C(C=C2)OC)(=O)=O)C2=NC=C(C=N2)C)C=C1 (1R,2S)-2-(N,N-bis(4-methoxybenzyl)sulfamoyl)-1-(5-methylpyrimidin-2-yl)propyl 4-nitrobenzoate